IC[C@H]1CN(CCO1)C(=O)OCC1=CC=CC=C1 benzyl (2R)-2-(iodomethyl)morpholine-4-carboxylate